nicotinoylAmine C(C1=CN=CC=C1)(=O)N